C1(=CC=CC=C1)N1C2=CC=CC=C2C=2C=CC(=CC12)C1=CC(=CC=C1)B1OC(C(O1)(C)C)(C)C 9-phenyl-2-(3-(4,4,5,5-tetramethyl-1,3,2-dioxaborolan-2-yl)phenyl)-9H-carbazole